COC(N(C)C)OC N,N-dimethylformamide-dimethylacetal